C1(=C(C(=CC(=C1)C)C)C1=CC=2NC=3C=CC=CC3C2C2=C1C=CC=C2)C 5-mesityl-7H-benzo[c]carbazole